ClC=1C=C2C=C(N=CC2=C(N1)Cl)NC(=O)[C@H]1[C@@H](C1)F |r| (±)-trans-N-(6,8-dichloro-2,7-naphthyridin-3-yl)-2-fluoro-cyclopropanecarboxamide